COC=1C=NC=2C=CC(=C(C2N1)C#N)NC1=CC(=C(C=C1)OCC=1C=NC=CC1)OC 3-methoxy-6-((3-methoxy-4-(pyridin-3-ylmethoxy)phenyl)amino)quinoxaline-5-carbonitrile